2-(2,5,8,11,14,17,20,23-octaoxahexacosan-26-amido)succinamide COCCOCCOCCOCCOCCOCCOCCOCCC(=O)NC(C(=O)N)CC(=O)N